3-fluoro-4-((2-(5-morpholinomethylpyridin-2-yl)-3a,7a-dihydrothieno[3,2-b]pyridin-7-yl)oxy)aniline ethyl-5-iodo-1H-pyrazole-3-carboxylate C(C)OC(=O)C1=NNC(=C1)I.FC=1C=C(N)C=CC1OC=1C2C(N=CC1)C=C(S2)C2=NC=C(C=C2)CN2CCOCC2